toluene-2,5-diamine sulphate S(=O)(=O)(O)O.CC=1C(=CC=C(C1)N)N